2-(6-(((1R,3S,5S,6S)-6-fluoro-8-methyl-8-azabicyclo[3.2.1]octan-3-yl)oxy)pyridazin-3-yl)-5-(1H-imidazol-1-yl)phenol F[C@@H]1[C@@H]2C[C@H](C[C@H](C1)N2C)OC2=CC=C(N=N2)C2=C(C=C(C=C2)N2C=NC=C2)O